FC(C1CCN(CC1)C(=O)OC(C)(C)C)(C1=C(C(=CC=C1)[C@@H](C)NC=1C2=C(N=CN1)NC(C(=C2)C2CCN(CC2)C(C)C)=O)F)F tert-butyl (R)-4-(difluoro(2-fluoro-3-(1-((6-(1-isopropylpiperidin-4-yl)-7-oxo-7,8-dihydropyrido[2,3-d]pyrimidin-4-yl)amino)ethyl)phenyl)methyl)piperidine-1-carboxylate